FC1=CC=C2C(=CC=NC2=C1)N1CCN(CC1)C(=O)C1CN(CCC1)C(=O)OCCCC butyl 3-(4-(7-fluoroquinolin-4-yl)piperazine-1-carbonyl)piperidine-1-carboxylate